ClC1=C(C=CC(=C1F)F)C1N=C(NC(=C1C(=O)OC)[C@@H]1CC[C@H](CC1)NC[C@H](COC)O)C=1SC=CN1 (trans)-methyl 4-(2-chloro-3,4-difluorophenyl)-6-(4-(((R)-2-hydroxy-3-methoxypropyl)amino)cyclohexyl)-2-(thiazol-2-yl)-1,4-dihydropyrimidine-5-carboxylate